1H-imidazo[4,5-b]pyridin-2-yl-5-[3-(methylsulfonylcarbamoyl)propyl]pyridine-2-carboxamide N1C(=NC2=NC=CC=C21)C=2C(=NC=C(C2)CCCC(NS(=O)(=O)C)=O)C(=O)N